C(C)(C)(C)OC(=O)N([C@H](C(=O)N[C@@H](CC(=O)OC)C=1C=C(C=CC1)C1=C(C=CC=C1C=C)C)CCCCCC=C)C Methyl (S)-3-((S)-2-((tert-butoxycarbonyl)(methyl)amino)non-8-enamido)-3-(2'-methyl-6'-vinyl-[1,1'-biphenyl]-3-yl)propanoate